(3-FLUORO-4-([(2-METHYLPHENYL)SULFANYL]METHYL)PHENYL)BORANEDIOL FC=1C=C(C=CC1CSC1=C(C=CC=C1)C)B(O)O